FC1=C(N=CC2=C1N=C(N=C2N2CCC(CCC2)C#N)OCC21CCCN1CCC2)C2=CC=CC1=CC=CC(=C21)F 1-(8-fluoro-7-(8-fluoronaphthalen-1-yl)-2-((hexahydro-1H-pyrrolizin-7a-yl)methoxy)pyrido[4,3-d]pyrimidin-4-yl)azepane-4-carbonitrile